ClC1(C2CCN(CCC12)C(=O)OC(C)(C)C)Cl tert-butyl 8,8-dichloro-4-azabicyclo[5.1.0]octane-4-carboxylate